C1(CC1)C1=C2C[C@H](N(C2=CC=C1)C(=O)NC=1C=C2CN(C(C2=CC1)=O)C1C(NC(CC1)=O)=O)COC (2S)-4-cyclopropyl-N-(2-(2,6-dioxopiperidin-3-yl)-1-oxoisoindolin-5-yl)-2-(methoxymethyl)indoline-1-carboxamide